tert-butyl (1R,5S)-8-benzyl-2-(2-hydroxyethyl)-3,8-diazabicyclo-[3.2.1]octane-3-carboxylate C(C1=CC=CC=C1)N1[C@H]2C(N(C[C@@H]1CC2)C(=O)OC(C)(C)C)CCO